Rhodium dichloride [Rh](Cl)Cl